1-[(1R,3R)-1-[2,6-difluoro-4-[1-(3-fluoropropyl)azetidin-3-yl]oxy-phenyl]-3-methyl-1,3,4,9-tetrahydropyrido[3,4-b]indol-2-yl]propan-2-one Benzyl-4-methyl-L-leucinate C(C1=CC=CC=C1)OC([C@@H](N)CC(C)(C)C)=O.FC1=C(C(=CC(=C1)OC1CN(C1)CCCF)F)[C@H]1N([C@@H](CC2=C1NC1=CC=CC=C21)C)CC(C)=O